(2-(3,8-diazabicyclo[3.2.1]octan-8-yl)-6,7-dihydrothiazolo[5,4-c]pyridin-5(4H)-yl)(p-tolyl)methanone C12CNCC(CC1)N2C=2SC=1CN(CCC1N2)C(=O)C2=CC=C(C=C2)C